ClC1=C(C=C(C=C1)F)N=C(N)C1=C(C=2N(N=C1)C=C(C2)C2=C(C=CC(=C2)C(F)F)C)N[C@@H]2CC[C@H](CC2)NC(OC(C)(C)C)=O tert-butyl N-[trans-4-[[3-[N'-(2-chloro-5-fluoro-phenyl)carbamimidoyl]-6-[5-(difluoromethyl)-2-methyl-phenyl]pyrrolo[1,2-b]pyridazin-4-yl]amino]cyclohexyl]carbamate